((triisopropyl-silyl)ethynyl)naphthalene C(C)(C)[Si](C(C)C)(C(C)C)C#CC1=CC=CC2=CC=CC=C12